CCOC(=O)C=1N(C2=CC=C(C=C2C1)CP(=O)(OCC)OCC)C(=O)OC(C)(C)C 5-[(diethoxyphosphoryl)methyl]-1H-indole-1,2-dicarboxylic acid 1-tert-butyl 2-ethyl ester